Br.ClC1=C(C=CC(=C1)F)[C@H]1C(=C(N=C(N1)C=1SC=CN1)CN1C[C@@H]2N(CC1)C(N(C2)C2=CC=C(C(=O)O)C=C2)=O)C(=O)OC 4-((S)-7-(((R)-6-(2-chloro-4-fluorophenyl)-5-(methoxycarbonyl)-2-(thiazol-2-yl)-1,6-dihydropyrimidin-4-yl)methyl)-3-oxohexahydroimidazo[1,5-a]pyrazin-2(3H)-yl)benzoic acid hydrobromide